dimethylsilylene-bis(2-hexyl-4-phenyl-indenyl)zirconium dichloride [Cl-].[Cl-].C[Si](=[Zr+2](C1C(=CC2=C(C=CC=C12)C1=CC=CC=C1)CCCCCC)C1C(=CC2=C(C=CC=C12)C1=CC=CC=C1)CCCCCC)C